ONC(=O)C1=CC2=C(CN([C@H](CO2)C2=CC=CC=C2)C(=O)[C@@H]2COCCC2)C=C1 (S)-N-hydroxy-3-phenyl-4-((S)-tetrahydro-2H-pyran-3-carbonyl)-2,3,4,5-tetrahydrobenzo[f][1,4]oxazepine-8-carboxamide